[N+](=O)([O-])C1=NN(C=N1)COCC[Si](C)(C)C 3-nitro-1-{[2-(trimethylsilyl)ethoxy]methyl}-1H-1,2,4-triazole